N1=C(C=CC=CC1)C(=O)[O-] azepine-2(7H)-carboxylate